FC1=C(C=CC(=C1)C#CC1=C(C=C(C=C1)CCCCC)F)C#CC#N 3-{2-fluoro-4-[(2-fluoro-4-pentylphenyl)ethynyl]phenyl}prop-2-ynonitril